C(C)(C)N1C2=NC(=NC(=C2N=C1)NCC1=CC=C(C=C1)C1=C(C=CC=C1)OCCCC#N)N1CCNCC1 4-((4'-(((9-isopropyl-2-(piperazin-1-yl)-9H-purin-6-yl)amino)methyl)-[1,1'-biphenyl]-2-yl)oxy)butyronitrile